C(C)(C)C=1N=C(C2=C(N1)C=NN2C)NCC2=CC=C(C=C2)P(O)(O)=O 4-(((5-isopropyl-1-methyl-1H-pyrazolo[4,3-d]pyrimidin-7-yl)amino)methyl)phenyl-phosphonic acid